CYCLOPENTA[A]PHENANTHREN-3-ONE C1=CC(C=C2C=CC3=C4C=CC=C4C=CC3=C12)=O